ClC=1C=2C(N=C3N(C2C=CC1)C1=CC=C(C=C1C3(C)C)C3CCN(CC3)C3CC(C3)CO)=O 4-chloro-9-(1-(3-(hydroxymethyl)cyclobutyl)piperidin-4-yl)-7,7-dimethylindolo[1,2-a]quinazolin-5(7H)-one